C(CCCCCCCCC\C=C/CCCCCC)O Z-11-octadecenol